2-(2'-hydroxyl-5-methylphenyl)benzotriazole OC1=C(C=C(C=C1)C)N1N=C2C(=N1)C=CC=C2